ClC=1C=C(C=CC1)SCC1=C(C=CC=C1)B(O)O (2-([(3-CHLOROPHENYL)SULFANYL]METHYL)PHENYL)BORANEDIOL